C(=O)(O)CCOC(C=C)=O.C(C=C)(=O)O acrylic acid 2-carboxyethyl-acrylate